7-(8-chloroimidazo[1,5-a]pyrazin-3-yl)-2-methyloctahydro-1H-pyrido[1,2-c]pyrimidin-1-one ClC=1C=2N(C=CN1)C(=NC2)C2CCC1N(C(N(CC1)C)=O)C2